3-[(R)-ethylsulfinyl]-5-(trifluoromethyl)pyridine-2-carbonitrile C(C)[S@@](=O)C=1C(=NC=C(C1)C(F)(F)F)C#N